NC1=CC(=C(C(=C1)F)S(=O)(=O)N(C(OC(C)(C)C)=O)C=1N=CSC1)F tert-butyl ((4-amino-2,6-difluorophenyl)sulfonyl)-(thiazol-4-yl)carbamate